2-[2-(4-propylheptyl)morpholin-4-yl]ethan C(CC)C(CCCC1CN(CCO1)CC)CCC